2,7-dichloro-4-(1-(ethoxymethyl)-3,8-diazabicyclo[3.2.1]octan-3-yl)-8-fluoropyrido[4,3-d]pyrimidin ClC=1N=C(C2=C(N1)C(=C(N=C2)Cl)F)N2CC1(CCC(C2)N1)COCC